C(C1=CC=CC=C1)N1CCC(CC1)OC[C@H](C(=O)OC(C)(C)C)C(C)C tert-butyl (R)-2-(((1-benzylpiperidin-4-yl)oxy) methyl)-3-methylbutanoate